C(#N)C1=CC=C(C=C1)[C@H](N1C[C@@H](N(C[C@H]1CC)C(=O)OC(C)(C)C)C)C1=CC=C(C=C1)F tert-Butyl (2S,5R)-4-((S)-(4-cyanophenyl)(4-fluorophenyl)methyl)-5-ethyl-2-methylpiperazine-1-carboxylate